benzyl-4-amino-3-chloro-5-fluoro-6-(7-fluoro-1H-indol-6-yl)pyridine-2-carboxylic acid C(C1=CC=CC=C1)OC(=O)C1=NC(=C(C(=C1Cl)N)F)C1=CC=C2C=CNC2=C1F